C1(CC1)C(=O)N1CCN(CC1)C(=O)C1=NN2C(N=CC=C2C2=CC(=C(C=C2)OC)OC)=C1 (4-(cyclopropane-carbonyl)piperazin-1-yl)(7-(3,4-dimethoxyphenyl)pyrazolo[1,5-a]pyrimidin-2-yl)methanone